indanamine sulfate S(=O)(=O)(O)O.C1(CCC2=CC=CC=C12)N